3-(cyclopropylethynyl)-5-isocyano-2-methylpyridine C1(CC1)C#CC=1C(=NC=C(C1)[N+]#[C-])C